C(#N)C1=C(C=CC(=C1)C(F)(F)F)N1CCC(CC1)(C(=O)NC[C@H](CO)NC)C=1C=CC(=NC1)C=1C(=NC=CC1)OCC 1-[2-cyano-4-(trifluoromethyl)phenyl]-4-{2'-ethoxy-[2,3'-bipyridin]-5-yl}-N-[(2R)-3-hydroxy-2-(methylamino)propyl]piperidine-4-carboxamide